C(C)(=O)N[C@@H](CCC1=CC=CC=C1)C (R)-(+)-N-acetyl-1-methyl-3-phenylpropylamine